C1=CC=CC=2C3=CC=CC=C3C(C12)COC(=O)ON1C(CCC1=O)=O N-[(9H-fluorene-9-ylmethoxy)carbonyloxy]succinimide